C(C)(C)(C)OC(=O)N1CC(NCC1)COC1=C(C(=CC(=C1Cl)Br)N)C#N 3-((3-amino-5-bromo-6-chloro-2-cyanophenoxy)methyl)piperazine-1-carboxylic acid tert-butyl ester